C1(=CC=CC=2OC3=C(C21)C=CC=C3)C3=CC=C(C=C3)C3=CC=C(C=C3)N(C=3C2=CC=CC=C2C=2C=CC=CC2C3)C3=CC=C(C=C3)C3=CC2=CC=CC=C2C=C3 {4'-(dibenzofuran-1-yl)-[1,1'-biphenyl]-4-yl}-4-(naphthalen-2-yl)phenyl-phenanthren-9-yl-amine